1-[5-(7-amino-2,6-naphthyridin-3-yl)-4-methylpyridin-2-yl]propan-1-one NC1=NC=C2C=C(N=CC2=C1)C=1C(=CC(=NC1)C(CC)=O)C